C(C1=CC=CC=C1)OCC1C(C1C)C(=O)NC=1N=CC2=C(C(=C(C=C2C1)C=1C=NC=CC1C)F)Cl 2-[(benzyloxy)methyl]-N-[8-chloro-7-fluoro-6-(4-methylpyridin-3-yl)isoquinolin-3-yl]-3-methylcyclopropane-1-carboxamide